1,6-Octadien C=CCCCC=CC